6-(4-(tert-butyl)phenyl)-2-(5-methoxy-6-nitropyridin-2-yl)-3,4-dihydroisoquinolin-1(2H)-one C(C)(C)(C)C1=CC=C(C=C1)C=1C=C2CCN(C(C2=CC1)=O)C1=NC(=C(C=C1)OC)[N+](=O)[O-]